ON=CCC(C1=CC=CC=C1)P(O)(=O)C1=CC=CC=C1 (3-(hydroxyimino)-1-phenylpropyl)(phenyl)phosphinic acid